F[C@H]1[C@@](COC1)(C)N1CCC(CC1)C=1C=C2C=C(N=CC2=CC1C)NC(=O)[C@H]1[C@H]([C@@H]1C=1C=NN(C1)C)C (1S,2S,3S)-N-(6-(1-((3S,4S)-4-fluoro-3-methyltetrahydrofuran-3-yl)piperidin-4-yl)-7-methylisoquinolin-3-yl)-2-methyl-3-(1-methyl-1H-pyrazol-4-yl)cyclopropane-1-carboxamide